BrC1=NC=C(C(=C1)NC1CN(CC(C1)N)C)[N+](=O)[O-] N3-(2-bromo-5-nitropyridin-4-yl)-1-methylpiperidine-3,5-diamine